CC=1C=CC2=C(C(=NC3=C(O2)C=C(C=C3)C)N3CCN(CC3)CC(C(=O)O)(C)C)C1 3-(4-(2,7-dimethyldibenzo[b,f][1,4]oxazepin-11-yl)piperazin-1-yl)-2,2-dimethylpropionic acid